icosaoxa-2,66-diazaoctahexacontan ONOOOOOOOOOOOOOOOOOOOCCCCCCCCCCCCCCCCCCCCCCCCCCCCCCCCCCCCCCCCCCCCNCC